8-fluoro-2-((tetrahydro-1H-pyrrolizin-7a(5H)-yl)methoxy)-4-(2,2,2-trifluoroethoxy)pyrido[4,3-d]pyrimidine FC1=CN=CC2=C1N=C(N=C2OCC(F)(F)F)OCC21CCCN1CCC2